N-[1-[4-[7-(1-cyano-1-methyl-ethyl)imidazo[1,2-a]pyridin-3-yl]-2-(difluoromethoxy)-6-methoxy-benzoyl]azetidin-3-yl]carbamic acid tert-butyl ester C(C)(C)(C)OC(NC1CN(C1)C(C1=C(C=C(C=C1OC)C1=CN=C2N1C=CC(=C2)C(C)(C)C#N)OC(F)F)=O)=O